N=1N(N=CC1)C1=C(C=C(C=N1)NC(=O)[C@@H]1C[C@@](C2=C1C=NC=1N2N=C(C1)Cl)(C(F)(F)F)C)C(F)(F)F (6r,8s)-N-(6-(2H-1,2,3-triazol-2-yl)-5-(trifluoromethyl)pyridin-3-yl)-2-chloro-8-methyl-8-(trifluoromethyl)-7,8-dihydro-6H-cyclopenta[e]pyrazolo[1,5-a]pyrimidine-6-carboxamide